BrC1=C(C=C2C(=CC=NC2=C1)O)OC(F)(F)F 7-bromo-6-(trifluoromethoxy)quinolin-4-ol